C1(CC1)C(N)C1=NC(=NC=C1)SC cyclopropyl(2-(methylthio)pyrimidin-4-yl)methanamine